CC(CCC1NCC=2C=CC(=NC2C1)S(=O)(=O)O)(C)C 7-(3,3-dimethylbutyl)-5,6,7,8-tetrahydro-1,6-naphthyridine-2-sulfonic acid